(R,Z)-6-(1-(difluoromethyl)cyclopropyl)-1,2-dimethyl-N-(1-(2-methyl-3-(trifluoromethyl)phenyl)ethyl)pyrido[3,4-d]pyrimidin-4(1H)-imine FC(C1(CC1)C1=CC/2=C(N(C(=N\C2=N/[C@H](C)C2=C(C(=CC=C2)C(F)(F)F)C)C)C)C=N1)F